C1(CCC(CC1)COC(=O)C1=C(C(=O)O)C=CC=C1)COC(=O)C1=C(C(=O)O)C=CC=C1 cyclohexane-1,4-diylbis(methylene)bis(oxy)bis(carbonyl)dibenzoic acid